C1(CCCCC1)OC1=NC=CC=C1B1OC(C(O1)(C)C)(C)C 2-(cyclohexoxy)-3-(4,4,5,5-tetramethyl-1,3,2-dioxaborolan-2-yl)pyridine